(Z)-hex-3-en-1-yl-cyclopropane C(C\C=C/CC)C1CC1